C(C)(C)C1=C(C=CC=C1)N1/C(/SC(=CC1=O)C1=CC=CC=C1)=N/C(C(C)(C)C)=O (Z)-N-(3-(2-isopropylphenyl)-4-keto-6-phenyl-3,4-dihydro-2H-1,3-thiazin-2-ylidene)trimethylacetamide